[Si](C)(C)(C(C)(C)C)O[C@@H]1C[C@@H](N(C1)C(=O)OC(C)(C)C)CO tert-butyl (2R,4R)-4-((tert-butyldimethylsilyl)oxy)-2-(hydroxymethyl)pyrrolidine-1-carboxylate